C(C1=CC=CC=C1)OC(=O)N1C(CNC(C1)C(N(C)CCCO)=O)C 5-((3-hydroxypropyl)(methyl)carbamoyl)-2-methylpiperazine-1-carboxylic acid benzyl ester